[13C]([13C](=O)[13CH3])(=O)O Pyruvic acid-13C3